N-(4-((4-([1,2,4]triazolo[4,3-c]pyrimidin-7-yloxy)-3-methylphenyl)amino)-7-ethoxyquinazolin-6-yl)-2-fluoroacrylamide N=1N=CN2C=NC(=CC21)OC2=C(C=C(C=C2)NC2=NC=NC1=CC(=C(C=C21)NC(C(=C)F)=O)OCC)C